OC1C(OC2=CC(=CC(=C2C1=O)O)O)C1=CC(=C(C(=C1)O)O)O 3,5,7,3',4',5'-hexahydroxyflavanone